4-acetyl-6-{[(3S)-3-methylpiperidin-1-yl]methyl}-2,3-dihydroisoindol-1-one C(C)(=O)C1=C2CNC(C2=CC(=C1)CN1C[C@H](CCC1)C)=O